C(C)(C)(C)OC(NC1(CCN(CC1)C1=NC(=C2C(=N1)NN=C2C=2C(=C1C(=NN(C1=CC2)C)Cl)Cl)C#N)C)=O (1-(4-cyano-3-(3,4-dichloro-1-methyl-1H-indazol-5-yl)-1H-pyrazolo[3,4-d]pyrimidin-6-yl)-4-methylpiperidin-4-yl)carbamic acid tert-butyl ester